Tetra-vinyl-cyclohexene Ethyl-(2E,5R)-5-[(2-bromopyridin-3-yl)oxy]hex-2-enoate C(C)OC(\C=C\C[C@@H](C)OC=1C(=NC=CC1)Br)=O.C(=C)C1(C(=C(CCC1)C=C)C=C)C=C